N1=C(N=CC(=C1)[C@H]1[C@@H](C1)C=1C=C(C(=C(C1)N[C@@H]1CN(CC1)C)F)F)C1=NC=CC=N1 trans-(3S)-N-(5-(2-([2,2'-bipyrimidin]-5-yl)cyclopropyl)-2,3-difluorophenyl)-1-methylpyrrolidin-3-amine